(2-(methacryloyloxy)-ethyl)-trimethylammonium chloride [Cl-].C(C(=C)C)(=O)OCC[N+](C)(C)C